(R)-4-(5-Chloro-3-(methoxymethoxy)pyridin-2-yl)-N-(1-methylpiperidin-3-yl)phthalazin-1-amine ClC=1C=C(C(=NC1)C1=NN=C(C2=CC=CC=C12)N[C@H]1CN(CCC1)C)OCOC